C(#N)C1=CC=C(N1C)C(=O)N[C@@H]1C(N(C2=C(OC1)C=CC=C2)C)=O (S)-5-cyano-1-methyl-N-(5-methyl-4-oxo-2,3,4,5-tetrahydrobenzo[b][1,4]oxazepin-3-yl)-1H-pyrrole-2-carboxamide